N1(N=CC=C1)C1=CC=C(CN(C=2SC=C(N2)C)CC2=CC(=CC=C2)OC)C=C1 N-(4-(1H-pyrazol-1-yl)benzyl)-N-(3-methoxybenzyl)-4-methylthiazol-2-amine